CC(C)(C=C(C)C)C 2,2,4-trimethyl-pentaneN